5-[1-(2,2-Dimethylpropyl)-1H-pyrazol-4-yl]-6-(1,5-naphthyridin-3-yl)pyridin-2-carbonitril CC(CN1N=CC(=C1)C=1C=CC(=NC1C=1C=NC2=CC=CN=C2C1)C#N)(C)C